C(=O)NCC1CCN(CC1)C(=O)OCCCC butyl 4-(formamidomethyl)piperidine-1-carboxylate